3-bromopentafluoropropene BrC(C(=C(F)F)F)(F)F